C12CN(CC(CC1)N2)C(=O)OC(C)(C)C2=CC=CC=C2 2-phenylpropan-2-yl 3,8-diazabicyclo[3.2.1]octane-3-carboxylate